6-chloro-3-fluoro-2-(5-methyl-3-((3aS,7aR)-6-methyloctahydro-1H-pyrrolo[2,3-c]pyridin-1-yl)-1,2,4-triazin-6-yl)phenol ClC1=CC=C(C(=C1O)C1=C(N=C(N=N1)N1CC[C@H]2[C@@H]1CN(CC2)C)C)F